acryloxypentyldichloromethylsilane C(C=C)(=O)OCCCCC[SiH2]C(Cl)Cl